NC1=NC2=CC(=CC=C2C=C1Cl)CN(C(=O)C=1C=NC(=NC1)C(F)(F)F)C1=C(C=CC=C1)S(=O)(=O)C N-[(2-amino-3-chloroquinolin-7-yl)methyl]-N-(2-methanesulfonylphenyl)-2-(trifluoromethyl)pyrimidine-5-carboxamide